FC(C1=CC=C(C(=O)NCC(=O)N2CC3(OCCO3)C[C@H]2C(=O)OC)C=C1)(C1=CC=CC=C1)F methyl (S)-7-((4-(difluoro(phenyl)methyl)benzoyl)glycyl)-1,4-dioxa-7-azaspiro[4.4]nonane-8-carboxylate